BrC1=CC=CC2=C1N(C(N2)=O)C 7-bromo-1-methyl-1H-benzo[d]imidazol-2(3H)-one